C(C)N1N=C(C(=C1)C1=C(C=CC=C1)[C@H]1C2=C(CN(C1)C(C(=C)CN(C1=CC=CC=C1)C)=O)SC(=C2)C#N)C(F)(F)F (S)-4-(2-(1-Ethyl-3-(trifluoromethyl)-1H-pyrazol-4-yl)phenyl)-6-(2-((methyl(phenyl)amino)methyl)acryloyl)-4,5,6,7-tetrahydrothieno[2,3-c]pyridine-2-carbonitrile